[Se]1N(CC2=C1C=CC=C2)O 2-benzisoselenazol